CC(C(=N)C)=N dimethylethane-1,2-diimine